4-(2-(dimethylamino)propan-2-yl)benzenesulfonamide CN(C(C)(C)C1=CC=C(C=C1)S(=O)(=O)N)C